3-(2-Bromophenyl)-2-methyl-2,3-dihydro-1H-inden-1-one BrC1=C(C=CC=C1)C1C(C(C2=CC=CC=C12)=O)C